7-((4-(2,6-dimethylmorpholino)phenyl)amino)-2H-benzo[b][1,4]oxazin-3(4H)-one CC1OC(CN(C1)C1=CC=C(C=C1)NC=1C=CC2=C(OCC(N2)=O)C1)C